3-(aminomethyl)-5-methylhexane NCC(CC)CC(C)C